ClCCCOC(=O)Cl chloroformic acid-3-chloropropyl ester